COC1=CC=C(C=C1)[C@H]1[C@@H](CNCC1)COC1=CC=C2CNC(C2=C1)=O (+)-6-{[trans-4-(4-methoxyphenyl)piperidin-3-yl]methoxy}isoindolin-1-one